C(C)(C)(C)OC(=O)N1CC(C=C(C1)C1=CNC2=NC=CC=C21)C(N)=O tert-butyl-3-carbamoyl-5-(1H-pyrrolo[2,3-b]pyridin-3-yl)-3,6-dihydro-pyridine-1(2H)-carboxylate